FC(OC1=CC=C(C=C1)C1=CN=C2N1C=CN=C2NC2=CC(=C(C(=O)N1CCC(CC1)C(=O)N(CCN1CC(NCC1)=O)C)C=C2)C)F 1-[4-[[3-[4-(difluoromethoxy)phenyl]imidazo[1,2-a]pyrazin-8-yl]amino]-2-methylbenzoyl]-N-methyl-N-[2-(3-oxopiperazin-1-yl)ethyl]piperidine-4-carboxamide